(7S)-3-[(3-chloro-2-methoxyphenyl)amino]-7-methyl-2-[6-(1-methylcyclopropoxy)-1,5-naphthyridin-4-yl]-1H,5H,6H,7H-pyrrolo[3,2-c]pyridin-4-one ClC=1C(=C(C=CC1)NC1=C(NC2=C1C(NC[C@@H]2C)=O)C2=CC=NC1=CC=C(N=C21)OC2(CC2)C)OC